9-octadecenoic acid (Z)-methyl ester COC(CCCCCCC\C=C/CCCCCCCC)=O